COC1=C(C=CC=C1)NCCC(=O)O 3-[(2-Methoxyphenyl)amino]propanoic Acid